(R)-1-(3-fluoro-1-(1-phenylethyl)-1H-pyrazol-5-yl)ethan-1-one FC1=NN(C(=C1)C(C)=O)[C@H](C)C1=CC=CC=C1